C1(C=CCCC1)=O 2-cyclohexenone